NC1=C2N=CN(C2=NC=N1)[C@H]1[C@@H]([C@@H]([C@](O1)(CO)CC)O)O (2R,3S,4R,5R)-5-(6-amino-9H-purin-9-yl)-2-ethyl-2-(hydroxymethyl)tetrahydrofuran-3,4-diol